[N+](=[N-])=CC(CC[C@@H](C(=O)OC(C)C)NC([C@H](CC1=CNC2=C(C=CC=C12)F)O)=O)=O Isopropyl (S)-6-diazo-2-((S)-3-(7-fluoro-1H-indol-3-yl)-2-hydroxypropanamido)-5-oxohexanoate